F[C@@H]1CN(CC[C@@H]1NC=1C=2C=C(N(C2C=CC1)CC(F)(F)F)C#CCNC1=C(C=C(C=C1)S(=O)(=O)C)OC([2H])([2H])[2H])C N-((3R,4S)-3-fluoro-1-methylpiperidin-4-yl)-2-(3-((2-(methoxy-d3)-4-(methylsulfonyl)phenyl)amino)prop-1-yn-1-yl)-1-(2,2,2-trifluoroethyl)-1H-indol-4-amine